5,6,7,8-tetrahydro-[1,2,4]triazolo[1,5-a]pyrazin potassium salt [K].N=1C=NN2C1CNCC2